FC=1C=C(OC(C(=O)N2C(CN(CC2)S(=O)(=O)C2=CC=C(C(=O)O)C=C2)C)(C)C)C=CC1F 4-((4-(2-(3,4-difluorophenoxy)-2-methylpropanoyl)-3-methylpiperazin-1-yl)sulfonyl)benzoic acid